ClC1=CC(=C(C=C1)C1(OC2=C(O1)C=CC=C2C=2C=NC(=NC2)CC(=O)O)C)F 2-(5-(2-(4-chloro-2-fluorophenyl)-2-methylbenzo[d][1,3]dioxol-4-yl)pyrimidin-2-yl)acetic acid